The molecule is a monosaccharide derivative that is vanillyl alcohol attached to a beta-D-glucopyranosyl residue at position 1. It is a beta-D-glucoside, a monosaccharide derivative and a member of guaiacols. It derives from a vanillyl alcohol. COC1=C(C=CC(=C1)CO[C@H]2[C@@H]([C@H]([C@@H]([C@H](O2)CO)O)O)O)O